MethionineHydroxamate N[C@@H](CCSC)C(=O)N[O-]